[Cl-].C(C)OC(C(C)([NH3+])C)=O 1-ethoxy-2-methyl-1-oxopropan-2-aminium chloride